7-hydroxy-3-phenyltetrahydro-3H,5H-pyrrolo[1,2-c]oxazol-5-one OC1CC(N2C(OCC21)C2=CC=CC=C2)=O